[N+](=O)([O-])C=1C(=NC=NC1SC#N)N1CCOCC1 4-(5-nitro-6-thiocyanopyrimidin-4-yl)morpholine